N,2-diphenyl-imidazo[1,2-a]pyridin-3-amine C1(=CC=CC=C1)NC1=C(N=C2N1C=CC=C2)C2=CC=CC=C2